4-amino-7-fluoro-N-methyl-N-(6-(trifluoromethyl)-2,3-dihydrobenzo[b]thiophen-3-yl)imidazo[1,5-a]quinoxaline-8-carboxamide NC=1C=2N(C3=CC(=C(C=C3N1)F)C(=O)N(C1C3=C(SC1)C=C(C=C3)C(F)(F)F)C)C=NC2